FC(C1=CC=C(C=C1)N1N=NC(=C1C(=O)OCC)C(F)(F)F)F ethyl 1-(4-(difluoromethyl) phenyl)-4-(trifluoromethyl)-1H-1,2,3-triazole-5-carboxylate